FC1=C(C=CC(=C1)N1N=C(C=C1)CO)NC1=NC=C2C=CC(=NC2=C1)C(C(=O)OCC)C1CCN(CC1)C ethyl 2-[7-([2-fluoro-4-[3-(hydroxymethyl)pyrazol-1-yl]phenyl]amino)-1,6-naphthyridin-2-yl]-2-(1-methylpiperidin-4-yl)acetate